(2R)-N-[2-(1-benzylpiperidin-4-yl)ethyl]-2-methyl-4-(5-methylpyridin-3-yl)piperazine-1-carboxamide C(C1=CC=CC=C1)N1CCC(CC1)CCNC(=O)N1[C@@H](CN(CC1)C=1C=NC=C(C1)C)C